BrC=1C=C2C3(C(N(C(C2=CC1)=O)CC(=O)NC1=NC=C(C=N1)Cl)=O)CC3 2-(6'-bromo-1',3'-dioxospiro[cyclopropane-1,4'-isoquinoline]-2'-yl)-N-(5-chloropyrimidin-2-yl)acetamide